trans-N-[8-amino-6-(4-methyl-6-phenylpyridin-3-yl)-2,7-naphthyridin-3-yl]-2-(cyanomethyl)cyclopropane-1-carboxamide NC=1N=C(C=C2C=C(N=CC12)NC(=O)[C@H]1[C@@H](C1)CC#N)C=1C=NC(=CC1C)C1=CC=CC=C1